FC=1C=C(C=CC1)C1=CC(=C(N=N1)NC1(C[C@@H]2[C@@H](CN(C2)CC2CCOCC2)C1)[2H])C(F)(F)F (3aR,5s,6aS)-N-(6-(3-fluoro-phenyl)-4-(trifluoromethyl)pyridazin-3-yl)-2-((tetrahydro-2H-pyran-4-yl)methyl)octahydro-cyclopenta[c]pyrrol-5-d-5-amine